1-(6-(4-(cyclopropylmethyl)piperazine-1-carbonyl)spiro[3.3]heptan-2-yl)-3-(4-methoxybenzyl)urea C1(CC1)CN1CCN(CC1)C(=O)C1CC2(CC(C2)NC(=O)NCC2=CC=C(C=C2)OC)C1